C(C)(C)(C)OC(=O)NC(CC(=O)OCC)[C@@H]1CN(CCO1)C(=O)[O-] (2S)-2-[((tert-butoxycarbonyl)amino)-3-ethoxy-3-oxopropyl]morpholine-4-carboxylate